C(C)N(C=NC1=C(C=C(C(=C1)C)NC1=CC(=CC=C1)S(=O)(=NCC)C)C)C N-Ethyl-N'-(4-((3-(N-ethyl-S-methylsulfonimidoyl)phenyl)amino)-2,5-dimethylphenyl)-N-methylformimidamid